C1(=CC=CC=C1)[C@H]1CC(OC1=O)=O (R)-4-phenyl-oxacyclopentane-2,5-dione